C(C)(C)(C)N1N=C(C=C1N)C1CC2(OCCO2)CC1 1-(tert-butyl)-3-(1,4-dioxaspiro[4.4]nonan-7-yl)-1H-pyrazol-5-amine